2,4-ditertiary butyl-phenol C(C)(C)(C)C1=C(C=CC(=C1)C(C)(C)C)O